2-amino-4-bromo-5-fluorobenzoic acid NC1=C(C(=O)O)C=C(C(=C1)Br)F